COC1=CC=C(C=C1)N1C2=C(C(C3=C1COC3=O)C3=CC=CC=C3)C(OC2)=O 4-(4-methoxyphenyl)-8-phenyl-5,8-dihydrodifurano[3,4-b:3',4'-e]pyridine-1,7(3H,4H)-dione